7-amino-2-[4-[benzyl(methyl)amino]phenyl]-8-nitro-chromen-4-one NC1=CC=C2C(C=C(OC2=C1[N+](=O)[O-])C1=CC=C(C=C1)N(C)CC1=CC=CC=C1)=O